FC1=C(C=CC=C1F)[C@H]([C@H]1[C@@H]2N(C(C=3N1N=CC(C3O)=O)=O)CCC2)C2=CC=C(C=C2)F (9aR,10S)-10-((R)-(2,3-difluorophenyl)(4-fluorophenyl)methyl)-4-hydroxy-8,9,9a,10-tetrahydro-7H-pyrrolo[1',2':4,5]pyrazino[1,2-b]pyridazine-3,5-dione